O[C@H](COC=1C=C(C=CC1)S(=O)(=O)N)CN[C@H]1COC2(C1)CCN(CC2)S(=O)(=O)C=2C=C1C(=NC2)NN=C1C 3-((S)-2-hydroxy-3-((R)-8-(3-methyl-1H-pyrazolo[3,4-b]pyridin-5-ylsulfonyl)-1-oxa-8-azaspiro[4.5]dec-3-ylamino)propoxy)benzenesulfonamide